cadina-1(6),4-diene C[C@H]1CC[C@@H](C2=C1CCC(=C2)C)C(C)C